4-butyl-8-hydroxy-phthalazin-1(2H)-one C(CCC)C1=NNC(C2=C(C=CC=C12)O)=O